C(C)C1=C(C(=NN1C)C(=O)O)C 5-ethyl-1,4-dimethyl-1H-pyrazole-3-carboxylic acid